Methyl 1-[1-(difluoromethyl)pyrazol-3-yl]-6-oxo-pyridine-3-carboxylate FC(N1N=C(C=C1)N1C=C(C=CC1=O)C(=O)OC)F